2-(2-(cyclopropanesulfonylamino)thiazol-4-yl)-2-methyl-N-(5'-methyl-[3,3'-bipyridin]-6-yl)propanamide C1(CC1)S(=O)(=O)NC=1SC=C(N1)C(C(=O)NC1=CC=C(C=N1)C=1C=NC=C(C1)C)(C)C